C1(CC1)C1=C(C=CC(=C1)F)N(C(=O)C=1N=NN(C1)CCCCN1C(C2=CC=CC(=C2C1=O)F)=O)C1=CC=C(C2=NON=C21)[N+](=O)[O-] N-(2-cyclopropyl-4-fluorophenyl)-1-(4-(4-fluoro-1,3-dioxoisoindole-2-yl)butyl)-N-(7-nitrobenzo[c][1,2,5]oxadiazol-4-yl)-1H-1,2,3-triazole-4-carboxamide